N-(2,4-dimethoxybenzyl)-5-fluoro-N-(6-fluoropyridin-2-yl)-6-methylpyridine-2-sulfonamide COC1=C(CN(S(=O)(=O)C2=NC(=C(C=C2)F)C)C2=NC(=CC=C2)F)C=CC(=C1)OC